C(C)(C)(C)OC(=O)N1CCC(CCC1)O tert-butyl-4-hydroxyazepane-1-carboxylate